IC1=C(N)C=C(C(=C1)Br)F 2-iodo-4-bromo-5-fluoroaniline